titanium tetrakis(ethyl acetoacetate) C(C)CC(CC(=O)[O-])=O.C(C)CC(CC(=O)[O-])=O.C(C)CC(CC(=O)[O-])=O.C(C)CC(CC(=O)[O-])=O.[Ti+4]